ClC1=CC2=C(C(N(C=C2C2=C(C=CC(=C2)S(=O)(=O)C)OCC2CC2)C)=O)O1 2-chloro-4-[2-(cyclopropylmethoxy)-5-methylsulfonylphenyl]-6-methylfuro[2,3-c]pyridin-7-one